bipentacene C1(=CC=CC2=CC3=CC4=CC5=CC=CC=C5C=C4C=C3C=C12)C1=CC=CC2=CC3=CC4=CC5=CC=CC=C5C=C4C=C3C=C12